C(C)OC(CCCCC[SiH2]O)(OCC)OCC triethoxyhexyl-hydroxysilane